O=C1NC(CC[C@H]1NC(=O)C1CCC=2C1=NC=CC2)=O N-((R)-2,6-dioxopiperidin-3-yl)-6,7-dihydro-5H-cyclopenta[b]pyridine-7-carboxamide